1'-(6-amino-5-((2-amino-3-chloropyridin-4-yl)thio)pyrazin-2-yl)-4,6-dihydro-spiro[cyclopenta[d]thiazole-5,4'-piperidin]-4-amine NC1=C(N=CC(=N1)N1CCC2(CC1)CC1=C(N=CS1)C2N)SC2=C(C(=NC=C2)N)Cl